ClC1=C(C=CC=C1)N1C(N=C(C2=CC=C(C=C12)C(C)(F)F)NCCO)=O 1-(2-Chlorophenyl)-7-(1,1-difluoroethyl)-4-((2-hydroxyethyl)amino)quinazolin-2(1H)-one